C(C)(C)N1N=C(N=C1C1=CC(CC1)=O)C=1C=NC=C(C1)C(F)(F)F 3-(1-isopropyl-3-(5-(trifluoromethyl)pyridin-3-yl)-1H-1,2,4-triazol-5-yl)cyclopent-2-enone